3-benzyloxy-2-[4-[tert-butyl(dimethyl)silyl]oxy-3,3-dimethyl-but-1-ynyl]-5-fluoro-N-(4-fluorophenyl)aniline C(C1=CC=CC=C1)OC=1C(=C(NC2=CC=C(C=C2)F)C=C(C1)F)C#CC(CO[Si](C)(C)C(C)(C)C)(C)C